4-(3,5-difluorophenyl)-2-oxa-3-azabicyclo[3.1.0]hex-3-ene-1-carboxylic acid FC=1C=C(C=C(C1)F)C1=NOC2(CC12)C(=O)O